C(OC=1C=CC=2C[C@@H]3[C@@H]4CCCC[C@@]4(C2C1)CCN3C([2H])([2H])[2H])([2H])([2H])[2H] 3-(Methoxy-d3)-17-(methyl-d3)-morphinan